FC1=C(C(=CC(=C1)OC)F)C=1N(N(C(C1NC(C1=CC=C(C=C1)OC(F)F)=O)=O)C=1C=C(C=NC1)C(=O)OC)C methyl 5-[3-(2,6-difluoro-4-methoxyphenyl)-4-[4-(difluoromethoxy)benzamido]-2-methyl-5-oxo-2,5-dihydro-1H-pyrazol-1-yl]pyridine-3-carboxylate